bisphenyl-pyridone C1(=CC=CC=C1)C1=C(C(NC=C1)=O)C1=CC=CC=C1